FC=1C=C(C=CC1)CN1N=C(N=C1)C(=O)O 1-[(3-fluorophenyl)methyl]-1,2,4-triazole-3-carboxylic acid